Cl.N=1NN=C(C1)C=1C=C2C(=NC=NN2C1)N1CC2CCC(C1)N2C(=O)C2CC2 (3-(6-(2H-1,2,3-triazol-4-yl)pyrrolo[2,1-f][1,2,4]triazin-4-yl)-3,8-diazabicyclo[3.2.1]octan-8-yl)(cyclopropyl)methanone hydrochloride